(S)-2-(2-((S)-1-(2,3-Difluorobenzyl)-5-oxopyrrolidin-2-yl)acetamido)-3-methyl-N-(2-(methylamino)-2-oxoethyl)butanamide FC1=C(CN2[C@@H](CCC2=O)CC(=O)N[C@H](C(=O)NCC(=O)NC)C(C)C)C=CC=C1F